(3aR,4R,6aS)-1-(5-(2-cyanopyridin-4-yl)oxazole-2-carbonyl)-4-methylhexahydropyrrolo[3,4-b]pyrrole-5(1H)-carbonitrile C(#N)C1=NC=CC(=C1)C1=CN=C(O1)C(=O)N1[C@H]2[C@H](CC1)[C@H](N(C2)C#N)C